N=1C=NN2C1C=CC(=C2)C2=CNC=1N=C(N=CC12)NC1C[C@@H]2[C@@H](CN(C2)C(C)=O)C1 1-((3aR,5s,6aS)-5-((5-([1,2,4]triazolo[1,5-a]pyridin-6-yl)-7H-pyrrolo[2,3-d]pyrimidin-2-yl)amino)hexahydrocyclopenta[c]pyrrol-2(1H)-yl)ethan-1-one